COC1=NN(C=C1C1=CC=2C(=NC=C3C2N(C(N3C)=O)[C@H]3C[C@@H](CC3)NC(OC(C)(C)C)=O)N1S(=O)(=O)C1=CC=CC=C1)C tert-butyl ((1R,3R)-3-(7-(3-methoxy-1-methyl-1H-pyrazol-4-yl)-3-methyl-2-oxo-6-(phenylsulfonyl)-3,6-dihydroimidazo[4,5-d]pyrrolo[2,3-b]pyridin-1(2H)-yl)cyclopentyl)carbamate